6-fluoro-N-methyl-5-(3-methyl-4-((3-methyl-2-oxo-4-thioxo-1,2,3,4-tetrahydroquinazolin-7-yl)methyl)piperazin-1-yl)picolinamide FC1=C(C=CC(=N1)C(=O)NC)N1CC(N(CC1)CC1=CC=C2C(N(C(NC2=C1)=O)C)=S)C